triethoxyhexamethylsilanetriamine C(C)OC(N([SiH](N(C)C)N(C)C)C)(OCC)OCC